((3S,4S)-3-hydroxypiperidin-4-yl) carbamate C(N)(O[C@@H]1[C@H](CNCC1)O)=O